BrC1=NC(=CC=C1N1CN(C2=CC=C(C=C2C1=O)C(F)(F)F)C1=C(C=C(C=C1)F)CCCCNC(OC(C)(C)C)=O)OC tert-butyl (4-(2-(3-(2-bromo-6-methoxypyridin-3-yl)-4-oxo-6-(trifluoromethyl)-3,4-dihydroquinazolin-1(2H)-yl)-5-fluorophenyl)butyl)carbamate